propylhexyl phosphite P(OC(CCCCC)CCC)([O-])[O-]